6-methyl-1-(2-(6-(trifluoromethyl)imidazo[1,2-a]pyridin-3-yl)pyrimidin-4-yl)piperidine-3-carboxylic acid CC1CCC(CN1C1=NC(=NC=C1)C1=CN=C2N1C=C(C=C2)C(F)(F)F)C(=O)O